CC1=CC(C(CC1)C(=C)C)C1=C(C=C(C=C1O)CCCCC)O 2-[3-methyl-6-(1-methylethenyl)-2-cyclohexen-1-yl]-5-pentyl-1,3-benzenediol